C1N(CC2=CC=CC=C12)C(CSC1=CC=C(C=C1)[N+](=O)[O-])=O 1-(1,3-dihydro-2H-isoindol-2-yl)-2-[(4-nitrophenyl)sulfanyl]ethanone